Di-tert-butyl-(1H-imidazole-1-carbonyl)-L-glutamic acid C(C)(C)(C)[C@](N(C(=O)N1C=NC=C1)C(C)(C)C)(CCC(=O)O)C(=O)O